NCCCC[C@H]1C(N(CC2N(O[C@@H](C(N21)=O)CC2CCCCC2)C(=O)O[C@@H](C)CC)CCC2=CC=CC=C2)=O (3R,6S)-(S)-sec-butyl 6-(4-aminobutyl)-3-(cyclohexylmethyl)-4,7-dioxo-8-phenethylhexahydropyrazino[2,1-c][1,2,4]oxadiazine-1(6H)-carboxylate